OCC(C=O)(C)CO 2,2-dihydroxymethyl-propionaldehyde